OC1(CC(C1)C(=O)O)C (1s,3s)-3-hydroxy-3-methylcyclobutane-1-carboxylic acid